ClC1=NC(=CC(=N1)N[C@H]1C[C@H](N(C1)C(=O)OC(C)(C)C)C(=O)OC)C O1-tert-butyl O2-methyl (2S,4S)-4-[(2-chloro-6-methyl-pyrimidin-4-yl)amino]pyrrolidine-1,2-dicarboxylate